NC1=C2C=CC=C(C2=CC=C1)C1=NC(=C2N1CCN(C2)C(=O)C=2NC=CC2)C(=O)NC2=CC=C(C=C2)C 3-(5-Aminonaphthalen-1-yl)-7-(1H-pyrrole-2-carbonyl)-N-(p-tolyl)-5,6,7,8-tetrahydroimidazo[1,5-a]Pyrazine-1-carboxamide